(R) or (S)-N'-((8-bromo-1,2,3,5,6,7-hexahydro-s-indacen-4-yl)carbamoyl)-5-(2-hydroxypropan-2-yl)thiazole-2-sulfonimidamide BrC=1C=2CCCC2C(=C2CCCC12)NC(=O)N=[S@](=O)(N)C=1SC(=CN1)C(C)(C)O |o1:17|